3-(5-((4-(5,6-dichloropyrimidin-4-yl)piperazin-1-yl)methyl)-1-oxoisoindolin-2-yl)piperidine-2,6-dione ClC=1C(=NC=NC1Cl)N1CCN(CC1)CC=1C=C2CN(C(C2=CC1)=O)C1C(NC(CC1)=O)=O